O[C@@]1(C(N(CC1)C)=O)C1=CC(=NO1)C1=NC(=CN=C1)C1=NC(=NC=C1)NC1=NN(C=C1)C (R)-3-Hydroxy-1-methyl-3-(3-(6-(2-((1-methyl-1H-pyrazol-3-yl)amino)pyrimidin-4-yl)pyrazin-2-yl)isoxazol-5-yl)pyrrolidin-2-one